C(CCCCCCCCCCCCCCCCCCCC)[SiH2]O[SiH2]O[SiH2]O[SiH2]O[SiH2]O[SiH2]O[SiH2]O[SiH2]O[SiH2]O[SiH3] heneicosyl-decasiloxane